Neryl ether C(\C=C(\C)/CCC=C(C)C)OC\C=C(\C)/CCC=C(C)C